BrC(CCOC1=C(C=C(C(=N)N)C=C1)Br)CCCOC1=CC=C(C(=N)N)C=C1 3,3'-Dibromo-4,4'-hexamethylenedioxydibenzamidine